FC(C=1C(=C(C=CC1)[C@@H](C)NC=1C2=C(N=C(N1)C)NC(C(=C2)N2CCN(CC2)C)=O)F)F (R)-4-((1-(3-(difluoromethyl)-2-fluorophenyl)ethyl)amino)-2-methyl-6-(4-methylpiperazin-1-yl)pyrido[2,3-d]pyrimidin-7(8H)-one